[Pb].C(CCO)O 1,3-propanediol lead